(S)-1-(2-(1-(4-(2-fluoro-3-methoxyphenoxy)phenyl)-8-(trifluoromethyl)imidazo[1,5-a]pyrazin-3-yl)piperidin-1-yl)but-2-yn-1-one FC1=C(OC2=CC=C(C=C2)C=2N=C(N3C2C(=NC=C3)C(F)(F)F)[C@H]3N(CCCC3)C(C#CC)=O)C=CC=C1OC